NCC1=CC=C(C=C1)C1=NOC(=C1)C=1C=NC=C(N1)C1=CC=C(C=C1)C(N(C)C)=O 3-(3-(4-(aminomethyl)phenyl)isoxazol-5-yl)-5-(4-(dimethylcarbamoyl)phenyl)pyrazine